5-(4-methylpiperazin-1-yl)-2-((tetrahydro-2H-pyran-4-yl)oxy)aniline CN1CCN(CC1)C=1C=CC(=C(N)C1)OC1CCOCC1